1,4-di(piperidin-4-yl)butane N1CCC(CC1)CCCCC1CCNCC1